N3-[3-[2-(2-hydroxyethoxy)-6-[2-(methylcarbamoyl)-4-pyridyl]-4-pyridyl]-4-methyl-phenyl]pyridazine-3,5-dicarboxamide OCCOC1=NC(=CC(=C1)C=1C=C(C=CC1C)NC(=O)C=1N=NC=C(C1)C(=O)N)C1=CC(=NC=C1)C(NC)=O